CC1=CC=CC(=N1)C=1N=C2N(C1C1=NC3=CC=CC=C3N=C1)CCN2 2-[2-(6-methyl-pyridin-2-yl)-6,7-dihydro-imidazo[1,2-a]imidazol-3-yl]-quinoxaline